6-chloro-3-(6-methoxypyridin-3-yl)furo[3,2-b]pyridine ClC=1C=C2C(=NC1)C(=CO2)C=2C=NC(=CC2)OC